FC1=CC(=C(C=C1COC1=CC(=CC=C1)F)NC(=O)C1NC(CC1)=O)OC N-(4-Fluoro-5-((3-fluorophenoxy)methyl)-2-methoxyphenyl)-5-oxopyrrolidine-2-carboxamide